C1(C(C1=C(C#N)C1=C(C(=C(C(=C1C(F)(F)F)F)C(F)(F)F)F)F)=C(C#N)C1=C(C(=C(C(=C1C(F)(F)F)F)C(F)(F)F)F)F)=C(C#N)C1=C(C(=C(C(=C1C(F)(F)F)F)C(F)(F)F)F)F (2E,2'E,2''E)-2,2',2''-(cyclopropane-1,2,3-triylidene)tris(2-(2,3,5-trifluoro-4,6-bis(trifluoromethyl)phenyl)acetonitrile)